bromine (iodate) I(=O)(=O)[O-].[Br+]